C(CC(C(=O)[O-])CC(C(C)=O)C(C1=CC=CC=C1)=O)C(C(=O)[O-])CC(C(C)=O)C(C1=CC=CC=C1)=O ethane-1,2-diylbis(4-benzoyl-5-oxo-hexanoate)